3-(2-ethoxy-2-oxoacetyl)thiophene-2-carboxylic acid methyl ester COC(=O)C=1SC=CC1C(C(=O)OCC)=O